1,3,3,6-tetramethyloctahydrobenzo[c]isoxazole CN1OC(C2C1CC(CC2)C)(C)C